7-(3-isopropyl-5-(piperidin-4-yl)-1H-indol-2-yl)-5-methoxyimidazo[1,2-a]pyridine C(C)(C)C1=C(NC2=CC=C(C=C12)C1CCNCC1)C1=CC=2N(C(=C1)OC)C=CN2